C1(=CC=C(C=C1)[S+]1C=2C=CC=CC2SC2=CC=CC=C12)C1=CC=CC=C1 5-[1,1'-biphenyl]-4-yl-thianthrenium